NC1=CC(=CC(=N1)COCC=1C=C(C(=C(C1)NC1=C(N=NC(=C1)Cl)C(=O)NC([2H])([2H])[2H])OC)C1=NN(C=C1)C1CC1)F 4-((5-(((6-Amino-4-fluoropyridin-2-yl)methoxy)methyl)-3-(1-cyclopropyl-1H-pyrazol-3-yl)-2-methoxyphenyl)amino)-6-chloro-N-(methyl-d3)pyridazine-3-carboxamide